C[C@H]1N(CCOC1)C=1C=C(C=2N(N1)C(=CN2)C2=CC=NN2C2OCCCC2)C2(CC2)S(=O)(=O)C (3R)-3-methyl-4-(8-(1-(methylsulfonyl)cyclopropyl)-3-(1-(tetrahydro-2H-pyran-2-yl)-1H-pyrazol-5-yl)imidazo[1,2-b]pyridazin-6-yl)morpholine